C(#C)C1=NNC=C1 3-ethynylpyrazole